6-tert-butyl-2-hydroxy-pyridine-3-carbonitrile C(C)(C)(C)C1=CC=C(C(=N1)O)C#N